5-methoxy-3-methyl-2-[7-(3-piperidyl)-1,8-naphthyridin-2-yl]phenol COC=1C=C(C(=C(C1)O)C1=NC2=NC(=CC=C2C=C1)C1CNCCC1)C